OC[C@@H](CC(C)C)NC1=NC(=NC(=N1)C[C@@H](C)C1=C(C=C(C=C1F)F)F)NS(=O)(=O)C N-(4-(((R)-1-hydroxy-4-methylpent-2-yl)amino)-6-((R)-2-(2,4,6-trifluorophenyl)propyl)-1,3,5-triazin-2-yl)methanesulfonamide